benzyl (S)-(1-amino-5-methyl-1-thioxohexan-3-yl)carbamate NC(C[C@H](CC(C)C)NC(OCC1=CC=CC=C1)=O)=S